2,4-dibromo-6-(bromomethyl)aniline BrC1=C(N)C(=CC(=C1)Br)CBr